tri(n-butyl)ammonium tetrakis(2,4-dimethylphenyl)-borate CC1=C(C=CC(=C1)C)[B-](C1=C(C=C(C=C1)C)C)(C1=C(C=C(C=C1)C)C)C1=C(C=C(C=C1)C)C.C(CCC)[NH+](CCCC)CCCC